C(C1=CC=CC=C1)OC1=C(C=C(C=C1OC)[C@@H](C)N[S@@](=O)C(C)(C)C)Br (S)-N-[(1R)-1-(4-Benzyloxy-3-bromo-5-methoxy-phenyl)ethyl]-2-methyl-propane-2-sulfinamide